CC1=NNC=N1 3-methyl-[1,2,4]triazol